BrC=1C=C(C=C2CCCC(C12)(O)CC)OCOC 8-bromo-1-ethyl-6-(methoxymethoxy)tetralin-1-ol